methyl 5-(2-methoxyethoxy)-2-nitrobenzoate COCCOC=1C=CC(=C(C(=O)OC)C1)[N+](=O)[O-]